ClC=1C=C(C=CC1F)NC1=NC=NC2=CC(=C(C=C12)NCC1=CC=C(C=N1)N1C(NC(CC1)=O)=O)O[C@@H]1COCC1 (S)-1-(6-(((4-((3-chloro-4-fluorophenyl)amino)-7-((tetrahydrofuran-3-yl)oxy)quinazolin-6-yl)amino)methyl)pyridin-3-yl)dihydropyrimidine-2,4(1H,3H)-dione